NC=1SC(=CN1)C(=O)NC1=C(C=C(C(=C1)C(NC1=NN(C=C1)CC(C)(C)O)=O)F)C 2-Amino-N-[4-fluoro-5-[[1-(2-hydroxy-2-methylpropyl)pyrazol-3-yl]carbamoyl]-2-methylphenyl]-1,3-thiazole-5-carboxamide